tert-butyl 5-(7-carbamoyl-2,3-dimethyl-1H-indol-4-yl)-3,4-dihydroisoquinoline-2(1H)-carboxylate C(N)(=O)C=1C=CC(=C2C(=C(NC12)C)C)C1=C2CCN(CC2=CC=C1)C(=O)OC(C)(C)C